ClC1=CC=C(C=N1)C1=NOC(=C1COC1=CC=C(N=N1)C(=O)N[C@@H]1COCC1)C1CC1 (S)-6-((3-(6-chloropyridin-3-yl)-5-cyclopropylisoOxazol-4-yl)methoxy)-N-(tetrahydrofuran-3-yl)pyridazine-3-carboxamide